5-(1-(3,3-difluorocyclobutyl)-2-methyl-1H-imidazo[4,5-b]pyridin-6-yl)-N-(oxetan-3-yl)pyrrolo[2,1-f][1,2,4]triazin-2-amine FC1(CC(C1)N1C(=NC2=NC=C(C=C21)C=2C=CN1N=C(N=CC12)NC1COC1)C)F